5-(7-(difluoromethyl)-7'-ethyl-1',3'-dimethyl-2'-oxo-1',2',3,4-tetrahydro-2H-[1,5'-biquinolin]-6-yl)picolinic acid FC(C1=C(C=C2CCCN(C2=C1)C=1C=2C=C(C(N(C2C=C(C1)CC)C)=O)C)C=1C=CC(=NC1)C(=O)O)F